triethyleneglycol Dimethacrylat C(C(=C)C)(=O)OCCOCCOCCOC(C(=C)C)=O